fumaric acid dihydrate O.O.C(\C=C\C(=O)O)(=O)O